N[C@@H]1[C@H](N(CCC1)C1=CC=CC=C1)C1=C(C2=NC(=CC(=C2S1)NCC=1SC=CC1)Cl)Br 2-((2s,3s)-3-amino-1-phenylpiperidin-2-yl)-3-bromo-5-chloro-N-(thiophen-2-ylmethyl)thieno[3,2-b]pyridin-7-amine